C1(CC1)C1=C(C=C(C(=C1)CN1CCC2(CN(C(N2)=O)C2=CC=C(C(=O)O)C=C2)CC1)OCC)C1=CC=C(C=C1)F 4-(8-((2-cyclopropyl-5-ethoxy-4'-fluoro-[1,1'-biphenyl]-4-yl)methyl)-2-oxo-1,3,8-triazaspiro[4.5]decan-3-yl)benzoic acid